N-(4-acetylpiperazin-1-yl)-4-amino-1-methyl-N-((5-(trifluoromethyl)pyridin-2-yl)methyl)-1H-pyrazolo[4,3-c]quinoline-8-carboxamide C(C)(=O)N1CCN(CC1)N(C(=O)C1=CC=2C3=C(C(=NC2C=C1)N)C=NN3C)CC3=NC=C(C=C3)C(F)(F)F